cyclobutylcarbazole C1(CCC1)C1=CC=CC=2C3=CC=CC=C3NC12